Capryloyl-SALICYLIC ACID C(CCCCCCC)(=O)OC=1C(C(=O)O)=CC=CC1